O=C1NC(=O)C2C=CC=C3C=CC=C1C=23 1,8-NAPHTHALIMIDE